C1(CCCCC1)CCC(=O)O 3-cyclohexylpropionic acid